1-((((2-(4'-Fluoro-2'-(4-methyl-4H-1,2,4-triazol-3-yl)-[1,1'-biphenyl]-3-yl)-7-(trifluoromethyl)-1H-benzo[d]imidazol-5-yl)methyl)amino)methyl)cyclopentan-1-ol FC1=CC(=C(C=C1)C1=CC(=CC=C1)C1=NC2=C(N1)C(=CC(=C2)CNCC2(CCCC2)O)C(F)(F)F)C2=NN=CN2C